4-oxo-azetidine-2-carboxylic acid benzyl ester C(C1=CC=CC=C1)OC(=O)C1NC(C1)=O